arachidyl-behenyl-propylenediamine C(CCCCCCCCCCCCCCCCCCC)N(C(CN)C)CCCCCCCCCCCCCCCCCCCCCC